(S)-1-(4,4-dimethylisochroman-1-yl)-N-methyl-methylamine CC1(CO[C@@H](C2=CC=CC=C12)CNC)C